2-CHLORO-5-ISOBUTOXYPHENYLBORONIC ACID ClC1=C(C=C(C=C1)OCC(C)C)B(O)O